1-(2,2-difluoroethyl)-1H-pyrazole-3-carboxyamide monohydrochloride Cl.FC(CN1N=C(C=C1)CC(=O)N)F